FC=1N=CN2N=C(C=C(C21)C2=CC=NN2C)N2[C@@H](COCC2)C (3R)-4-[5-fluoro-4-(1-methyl-1H-pyrazol-5-yl)imidazo[1,5-b]pyridazin-2-yl]-3-methylmorpholine